(t-butoxycarbonyl)-L-cysteine C(C)(C)(C)OC(=O)N[C@@H](CS)C(=O)O